C1=CC=CC=2C3=CC=CC=C3C(C12)OC(=O)NCCC(=O)NC1=C(O[C@H]2[C@@H]([C@H]([C@@H]([C@H](C2)C(=O)O)O)O)O)C=CC(=C1)COC(=O)OC1=CC=C(C=C1)[N+](=O)[O-] (1S,2R,3S,4R,5R)-5-[2-(3-{[(9H-fluoren-9-yl-oxy)carbonyl]amino}propanamido)-4-({[(4-nitrophenoxy)carbonyl]oxy}methyl)phenoxy]-2,3,4-trihydroxycyclohexane-1-carboxylic acid